(1-methylcyclopropyl)-2-(1H-1,2,3-triazol-4-yl)pyrido[3,4-d]pyrimidin-4-amine CC1(CC1)C1=CN=CC=2N=C(N=C(C21)N)C=2N=NNC2